4-(3-fluorophenyl)-1H-1,2,4-triazol-5-one FC=1C=C(C=CC1)N1C=NNC1=O